tert-Butyl 4-(6-(6-methoxyquinolin-7-yl)pyridazin-3-yl)-5,6-dihydropyridine-1(2H)-carboxylate COC=1C=C2C=CC=NC2=CC1C1=CC=C(N=N1)C1=CCN(CC1)C(=O)OC(C)(C)C